N-((S)-(3-chloro-2,4-difluorophenyl)(6,6-difluorospiro[3.3]heptan-2-yl)methyl)-2-methyl-3-oxopiperazine-1-carboxamide ClC=1C(=C(C=CC1F)[C@@H](NC(=O)N1C(C(NCC1)=O)C)C1CC2(C1)CC(C2)(F)F)F